[(2S,3R,6S)-2,3-dimethyl-6-phenyl-1-piperidyl]-N-(5-methyl-3-pyridyl)-2-oxo-acetamide C[C@@H]1N([C@@H](CC[C@H]1C)C1=CC=CC=C1)C(C(=O)NC=1C=NC=C(C1)C)=O